Tert-Butyl 4-[6-(oxetan-3-yl)-1,3-benzoxazol-2-yl]piperidine-1-carboxylate O1CC(C1)C1=CC2=C(N=C(O2)C2CCN(CC2)C(=O)OC(C)(C)C)C=C1